N-[1-[5-fluoro-2-[[1-(2-hydroxypropyl)pyrazol-4-yl]amino]pyrimidin-4-yl]-3-methyl-indol-5-yl]prop-2-enamide FC=1C(=NC(=NC1)NC=1C=NN(C1)CC(C)O)N1C=C(C2=CC(=CC=C12)NC(C=C)=O)C